OC1CN(CC1)C(=O)C=1C=CC(=NC1)N1C(C2=CC=C(C=C2C=N1)C1=C(C(=CC=C1)OC)C)=O Trans-2-(5-(3-hydroxypyrrolidine-1-carbonyl)pyridin-2-yl)-6-(3-methoxy-2-methylphenyl)phthalazin-1(2H)-one